tert-Butyl 2-(2-(ethoxycarbonyl)butyl)-3-thioxohexahydro-imidazo[1,5-a]pyrazine-7(1H)-carboxylate C(C)OC(=O)C(CN1C(N2C(CN(CC2)C(=O)OC(C)(C)C)C1)=S)CC